ClC=1C=C(C=NC1OCC1(CCNCC1)F)S(=O)(=O)N 5-Chloro-6-((4-fluoropiperidin-4-yl)methoxy)pyridine-3-sulfonamide